2-oxo-2H-[1,3'-bipyridine]-5-carboxylic acid O=C1N(C=C(C=C1)C(=O)O)C=1C=NC=CC1